alpha-diazoacetoacetate [N+](=[N-])=C(C(=O)[O-])C(=O)C